[I-].OC1NC=C[N+]1(CC1=CC=C(C=C1)C=C)CCCOC(C)(C)C 2-(Hydroxy)-3-(tert-butoxy-propan-1-yl)-3-(4-vinylbenzyl)-1H-imidazolium iodide